1,4-diacetylenyl-benzene C(#C)C1=CC=C(C=C1)C#C